1,2-bis(2-mercaptoethoxy)ethane SCCOCCOCCS